tert-butyl (R)-3-((2-chloro-6-nitro-3-(((R)-tetrahydrofuran-3-yl)oxy)phenyl)amino)azepane-1-carboxylate ClC1=C(C(=CC=C1O[C@H]1COCC1)[N+](=O)[O-])N[C@H]1CN(CCCC1)C(=O)OC(C)(C)C